C(CCCCCCCCCCCCCCCCCCCCCCC)O Tetracosyl alcohol